7'-(benzyloxy)-2,3-dihydrospiro[indene-1,3'-isochroman]-4'-one C(C1=CC=CC=C1)OC1=CC=C2C(C3(OCC2=C1)CCC1=CC=CC=C13)=O